1-{[(2s,4r)-4-hydroxy-5-oxo-4-(2,2,2-trifluoroethyl)pyrrolidin-2-yl]methoxy}-7-(prop-2-yloxy)isoquinoline-6-carboxamide O[C@]1(C[C@H](NC1=O)COC1=NC=CC2=CC(=C(C=C12)OC(C)C)C(=O)N)CC(F)(F)F